2-[(4-{2-[(4-chloro-2-fluorobenzyl)oxy]pyridin-3-yl}piperidin-1-yl)methyl]-3-(1,3-oxazol-2-ylmethyl)-3H-imidazo[4,5-b]pyridine-5-carboxylic acid, trifluoroacetate salt FC(C(=O)O)(F)F.ClC1=CC(=C(COC2=NC=CC=C2C2CCN(CC2)CC2=NC=3C(=NC(=CC3)C(=O)O)N2CC=2OC=CN2)C=C1)F